OCCC#CC1=C(C=C(C=N1)C=1C=C(C=CC1C)NC(C1=CC(=NC=C1)C(F)(F)F)=O)N1CCOCC1 N-(3-(6-(4-hydroxy-but-1-yn-1-yl)-5-morpholinopyridin-3-yl)-4-methyl-phenyl)-2-(trifluoro-methyl)isonicotinamide